3-azabicyclo[3.2.0]heptane C12CNCC2CC1